ClC1=C(C=CC=C1)[C@@H]([C@H](C)C=1N(C(C(=C(N1)C(=O)NC=1C=NOC1)O)=O)C)N1N=CC(=C1)CC 2-((1r,2s)-1-(2-chlorophenyl)-1-(4-ethyl-1H-pyrazol-1-yl)propan-2-yl)-5-hydroxy-N-(isoxazol-4-yl)-1-methyl-6-oxo-1,6-dihydropyrimidine-4-carboxamide